dodecyl-dihydroxyethyl-calcium oxide [O-2].C(CCCCCCCCCCC)[Ca]CC(O)O